ClC1=CC(=C(C=C1)C1=C(N(N=N1)C)CN1N=CC(=CC1=O)N1CC(C1)OCCC)F 2-[[5-(4-chloro-2-fluoro-phenyl)-3-methyl-triazol-4-yl]methyl]-5-(3-propoxyazetidin-1-yl)pyridazin-3-one